ClC1=CC2=C(OCCN2C(=O)OCCCC)C(=C1)C1=CC(=NC=C1C(NC=1SC(=NN1)OC)=O)C butyl 6-chloro-8-(5-((5-methoxy-1,3,4-thiadiazol-2-yl)carbamoyl)-2-methylpyridin-4-yl)-2,3-dihydro-4H-benzo[b][1,4]oxazine-4-carboxylate